COC(=O)C1CC(N(CC1)C1=NC(=CN=C1C=1C=CC2=C(C=CO2)C1)Cl)C 1-(3-(benzofuran-5-yl)-6-chloro-pyrazin-2-yl)-2-methylpiperidine-4-carboxylic acid methyl ester